6-(pyridin-3-yl)-N-(4-(pyrrolidin-1-ylmethyl)pyridin-2-yl)benzo[d]thiazol-2-amine N1=CC(=CC=C1)C1=CC2=C(N=C(S2)NC2=NC=CC(=C2)CN2CCCC2)C=C1